C1NCCC2=CC=CC(=C12)N[C@H]1CN(CC1)C(C)=O (R)-1-(3-((1,2,3,4-tetrahydroisoquinolin-8-yl)amino)pyrrolidin-1-yl)ethan-1-one